CS(=O)(C)=NC=1C=CC(=NC1)N1N=CN=C1[C@H](C)N(C(C1=CC(=CC(=C1)C(F)(F)F)OC1CSC1)=O)CC (S)-N-(1-(1-(5-((dimethyl(oxo)-λ6-sulfaneylidene)amino)pyridin-2-yl)-1H-1,2,4-triazol-5-yl)ethyl)-N-ethyl-3-(thietan-3-yloxy)-5-(trifluoromethyl)benzamide